2-phenyl-6-(7-(4-phenylnaphthalene-1-yl)thianthren-2-yl)benzoxazole tert-Butyl-N-[3-(3-cyano-4-nitro-anilino)propyl]carbamate C(C)(C)(C)OC(NCCCNC1=CC(=C(C=C1)[N+](=O)[O-])C#N)=O.C1(=CC=CC=C1)C=1OC2=C(N1)C=CC(=C2)C2=CC=1SC3=CC=C(C=C3SC1C=C2)C2=CC=C(C1=CC=CC=C21)C2=CC=CC=C2